CC=1C(=C(C(=C(C(S[Ti](OC)(OC)C2C=CC=C2)(C)C)C1C)C)C)C pentamethylcyclopentadienyl-2,6-dimethylbenzylthio-dimethoxytitanium